fluoro-3-formyl-1H-indole-6-carboxylic acid methyl ester COC(=O)C1=CC=C2C(=CN(C2=C1)F)C=O